O1CCN(CC1)C(C1=CC=C2C=CC=NC2=C1O)C=1N=CSC1 7-(morpholino(thiazol-4-yl)methyl)quinolin-8-ol